COC=1C=2N(C=C(C1)C1=C(C(=NN1)C=1SC(=C(N1)C)C1CCN(CC1)CC1CCOCC1)CC(F)(F)F)N=CN2 2-(5-(8-methoxy-[1,2,4]triazolo[1,5-a]pyridin-6-yl)-4-(2,2,2-trifluoroethyl)-1H-pyrazol-3-yl)-4-methyl-5-(1-((tetrahydro-2H-pyran-4-yl)methyl)piperidin-4-yl)thiazole